C1(CCCC1)OC1=NC=CC=C1C1=CC(=C(C(=C1)F)CO)F [4-[2-(Cyclopentoxy)-3-pyridyl]-2,6-difluoro-phenyl]methanol